6-methoxy-2-(tetrahydropyran-2-yloxymethyl)pyridine-3-carbaldehyde COC1=CC=C(C(=N1)COC1OCCCC1)C=O